methyl (S)-methyl-2-((4-(6-((7-methoxypyrazolo[1,5-a]pyridin-4-yl) methoxy) pyridin-2-yl) piperidin-1-yl) methyl)-1-((oxetan-2-yl) methyl)-1H-benzo[d]imidazole-6-carboxylate CC1=CC(=CC=2N(C(=NC21)CN2CCC(CC2)C2=NC(=CC=C2)OCC=2C=1N(C(=CC2)OC)N=CC1)C[C@H]1OCC1)C(=O)OC